magnesium-platinum [Pt].[Mg]